4-(6,6-Difluoro-2-(5-fluoropyridin-2-yl)-4,5,6,7-tetrahydropyrazolo[1,5-a]pyridin-3-yl)-1H-pyrazolo[3,4-b]pyridine FC1(CCC=2N(C1)N=C(C2C2=C1C(=NC=C2)NN=C1)C1=NC=C(C=C1)F)F